COC(=O)C1=C(NC(=C(C1C1=CC=C(C=C1)O)C#N)N)C 4-(p-hydroxyphenyl)-6-amino-5-cyano-2-methyl-1,4-dihydropyridine-3-carboxylic acid methyl ester